C(C1=CC=CC=C1)N1CCC(=CC1)C1=CC=2N(C=C1)C(=CN2)N2C(NC(C=C2)=O)=O (7-(1-benzyl-1,2,3,6-tetrahydropyridin-4-yl)imidazo[1,2-a]pyridin-3-yl)pyrimidine-2,4(1H,3H)-dione